NC1=CC=C(N=N1)C1CCN(CC1)C(=O)C1=NC=C(C(=C1)OC)OCC(C)C 4-(6-Amino-pyridazin-3-yl)-piperidin-1-yl-(5-isobutoxy-4-methoxy-pyridin-2-yl)-methanone